(S)-1-benzyl-5-tert-butyl-2-(2-(((benzyloxy)carbonyl)amino)acetamido)pentadiene C(C1=CC=CC=C1)C=C(C=CCC(C)(C)C)NC(CNC(=O)OCC1=CC=CC=C1)=O